(3Z)-3-Hexen-1-yl acetate C(C)(=O)OCC\C=C/CC